2-(2-pyridinyl)-diazole N1=C(C=CC=C1)N1N=CC=C1